2-(3-((1r,3r)-3-methoxy-1-(4-methyl-4H-1,2,4-triazol-3-yl)cyclobutyl)phenyl)-6-((((1-methylcyclopropyl)methyl)amino)methyl)-4-(trifluoromethyl)isoindolin-1-one COC1CC(C1)(C1=NN=CN1C)C=1C=C(C=CC1)N1C(C2=CC(=CC(=C2C1)C(F)(F)F)CNCC1(CC1)C)=O